BrC=1C(C(=CN(C1)C)C(=O)O)=O 5-bromo-1-methyl-4-oxo-1,4-dihydropyridine-3-carboxylic acid